(2R,5S)-5-methyl-2-(3-methylsulfonylphenyl)piperidine C[C@H]1CC[C@@H](NC1)C1=CC(=CC=C1)S(=O)(=O)C